1-(1-(3,4-Dichlorophenyl)cyclobutyl)-N,N,4-trimethylpentan-1-amine ClC=1C=C(C=CC1Cl)C1(CCC1)C(CCC(C)C)N(C)C